6,8-dichlorochroman-4-one methyl-(S)-4-amino-3-bromo-5-((oxetan-2-ylmethyl)amino)benzoate COC(C1=CC(=C(C(=C1)NC[C@H]1OCC1)N)Br)=O.ClC=1C=C2C(CCOC2=C(C1)Cl)=O